C(C)(=O)OCCN1N=C(C(=C1Br)OCC1=CC=CC=C1)C 2-[4-(benzyloxy)-5-bromo-3-methyl-1H-pyrazol-1-yl]ethyl acetate